OC1=C(C=CC=C1)C1CCN(CC1)[C@H]1CC2(CN(C2)C2=NN=C(O2)C(=O)OCC)CC1 (R)-ethyl 5-(6-(4-(2-hydroxyphenyl) piperidin-1-yl)-2-azaspiro[3.4]octan-2-yl)-1,3,4-oxadiazole-2-carboxylate